C(CCC)OC1=CC=C(C=C1)C=1NC=NN1 5-(4-butoxyphenyl)-4H-1,2,4-triazole